CN(C=1C=C(C=CC1)S(=O)(=O)C1=CC=C(C=C1)N1C(NN=C1)=S)C 4-(4-((3-(dimethylamino)phenyl)sulfonyl)phenyl)-2,4-dihydro-3H-1,2,4-triazole-3-thione